(1s,4s)-4-((4-bromo-2-(difluoromethoxy)phenyl)carbamoyl)-4-(2-isopropylphenyl)cyclohexane-1-carboxylic acid BrC1=CC(=C(C=C1)NC(=O)C1(CCC(CC1)C(=O)O)C1=C(C=CC=C1)C(C)C)OC(F)F